B(O)(O)CCC=1C(=C(C(=O)O)C(=CC1)OC1CN(C1)C([C@@H]1NC[C@@H](C1)C(F)(F)F)=O)O 3-(2-Boronoethyl)-2-hydroxy-6-({1-[(4R)-4-(trifluoromethyl)-D-prolyl]azetidin-3-yl}oxy)benzoic acid